FC(C=1C=C(C=NC1)C(=O)NC1=C(N=NS1)C(=O)O)(F)F 5-[5-(trifluoromethyl)pyridin-3-carboxamido]-1,2,3-thiadiazole-4-carboxylic acid